NCCOCCOCCOCCOCCOCCOCCC(=O)N[C@@H](C(C)C)C(=O)N[C@@H](CCCNC(N)=O)C(=O)NC1=CC=C(C=C1)COC(N(CCN(C(OC(C)(C)C)=O)C)C)=O N-(21-amino-4,7,10,13,16,19-hexaoxahenicosan-1-oyl)-L-valyl-N5-carbamoyl-N-[4-(4,7,10,10-tetramethyl-3,8-dioxo-2,9-dioxa-4,7-diazaundec-1-yl)phenyl]-L-ornithinamide